tert-butyl (3S)-3-[({7-[(3R)-3-hydroxypyrrolidin-1-yl]-4-oxo-1-(propan-2-yl)-1,4-dihydroquinolin-3-yl}methyl)[(2-methylpyridin-4-yl)methyl]amino]piperidine-1-carboxylate O[C@H]1CN(CC1)C1=CC=C2C(C(=CN(C2=C1)C(C)C)CN([C@@H]1CN(CCC1)C(=O)OC(C)(C)C)CC1=CC(=NC=C1)C)=O